[(3R)-5-bromo-1,2,3,4-tetrahydroisoquinolin-3-yl]methoxy-tert-butyl-dimethyl-silaneal BrC1=C2C[C@@H](NCC2=CC=C1)COC([Si](=O)C)C(C)(C)C